C(C=C)C1(CCC(CC1)N1C(N(C=2C1=C1C(=NC2)N(C=C1Br)S(=O)(=O)C1=CC=CC=C1)C([2H])([2H])[2H])=O)NS(=O)C(C)(C)C N-((1s,4s)-1-Allyl-4-(8-bromo-3-(methyl-d3)-2-oxo-6-(phenylsulfonyl)-3,6-dihydroimidazo[4,5-d]pyrrolo[2,3-b]pyridin-1(2H)-yl)cyclohexyl)-2-methylpropane-2-sulfinamide